(R)-5-cyano-N-(1-(2-hydroxy-2-(4-methyl-1-carbonyl-1,3-dihydro-isobenzofuran-5-yl)ethyl)piperidin-4-yl)-4-methoxypyridinecarboxamide C(#N)C=1C(=CC(=NC1)C(=O)NC1CCN(CC1)C[C@@H](C=1C(=C2COC(C2=CC1)=C=O)C)O)OC